dodecyl alcohol potassium salt [K].C(CCCCCCCCCCC)O